BrC=1C=C2C=NC(=NN2C1)N[C@H]1[C@@H](COCC1)O (3S,4R)-4-((6-bromopyrrolo[2,1-f][1,2,4]triazin-2-yl)amino)tetrahydro-2H-pyran-3-ol